C(C)(C)OC=1C=C(C2=C(N=C(N=C2)S(=O)(=O)C)N1)C#C[Si](C(C)C)(C(C)C)C(C)C 7-isopropoxy-2-methanesulfonyl-5-[2-(triisopropylsilyl)ethynyl]pyrido[2,3-d]pyrimidine